C(CCCCCCCC)C(C(=O)O)=C 2-nonyl-2-propenoic acid